CC1C(NC2=CN=CC=C2C1)=O 3-methyl-3,4-dihydro-1,7-naphthyridin-2(1H)-one